5-fluoro-14-hydroxy-8-oxa-1,11,17-triazatetracyclo[9.6.1.02,7.015,18]octadeca-2(7),3,5,13,15(18),16-hexaen-12-one FC=1C=CC=2N3N=CC=4C(=CC(N(CCOC2C1)C34)=O)O